N[C@H]1CN(C[C@@H]1C)C1=NC(=NC2=CC=C(C=C12)C)N1CCS(C2=C(C1)C=CC=C2)(=NC2CC2)=O 4-(4-((3R,4S)-3-amino-4-methylpyrrolidin-1-yl)-6-methylquinazolin-2-yl)-1-(cyclopropylimino)-2,3,4,5-tetrahydro-benzo[f][1,4]thiazepine 1-Oxide